4-cyclopropyl-7-methoxy-1,5-naphthyridin-3-amine hydrochloride Cl.C1(CC1)C1=C(C=NC2=CC(=CN=C12)OC)N